methyl 3-(9-((4-(aminomethyl)-2,6-dimethylphenyl)carbamoyl)-4,5-dihydrobenzo[b]thieno[2,3-d]oxepin-8-yl)-6-(pyrrolidine-1-carbonyl)picolinate NCC1=CC(=C(C(=C1)C)NC(=O)C1=CC2=C(OCCC3=C2SC=C3)C=C1C=1C(=NC(=CC1)C(=O)N1CCCC1)C(=O)OC)C